4-benzoyl-6-benzyl-5-oxo-1,4-diazepane-1,6-dicarboxylate C(C1=CC=CC=C1)(=O)N1CCN(CC(C1=O)(C(=O)[O-])CC1=CC=CC=C1)C(=O)[O-]